4-(6-(7-METHYLIMIDAZO[1,2-A]PYRIDIN-6-YL)-2-(4-(1-PHENYLETHYL)PIPERAZIN-1-YL)PYRIMIDIN-4-YL)MORPHOLINE CC1=CC=2N(C=C1C1=CC(=NC(=N1)N1CCN(CC1)C(C)C1=CC=CC=C1)N1CCOCC1)C=CN2